ClC1=C(C=CC=C1Cl)SC=1C=2N(C(=NC1)N1CCC3(CC1)[C@@H](CCCC3)N)C=CN2 (R)-3-(8-((2,3-dichlorophenyl)thio)imidazo[1,2-c]pyrimidin-5-yl)-3-azaspiro[5.5]undecan-7-amine